2-oxo-1,3-dioxolan-4-yl acrylate C(C=C)(=O)OC1OC(OC1)=O